(4-fluoro-2-methylphenyl)(piperazin-1-yl)methanone hydrochloride Cl.FC1=CC(=C(C=C1)C(=O)N1CCNCC1)C